C(C1=CC=CC=C1)OC(=O)NCC1CC(C1)(O)CN[C@@H](C)C=1C=CC=C2C(=C(NC12)C(=O)OCC)C1=CC(=C(C=C1)CS(=O)(=O)C)F Ethyl 7-((1S)-1-(((3-((((benzyloxy)carbonyl)amino)methyl)-1-hydroxycyclobutyl)methyl)amino)ethyl)-3-(3-fluoro-4-((methylsulfonyl)methyl)phenyl)-1H-indole-2-carboxylate